diethyl-(2-sulfobutyl)ammonium hydroxide [OH-].C(C)[NH+](CC(CC)S(=O)(=O)O)CC